2-chloro-3-(4,4,5,5-tetramethyl-[1,3,2]dioxaborolan-2-yl)-aniline ClC1=C(N)C=CC=C1B1OC(C(O1)(C)C)(C)C